C(C)(C)(C)OC(=O)N1CC2(CC2)[C@@H](C1)OC1=C(C=CC=C1)C(F)(F)F (S)-7-(2-(trifluoromethyl)phenoxy)-5-azaspiro[2.4]heptane-5-carboxylic acid tert-butyl ester